S(OC1=CC=C(C=C1)OCC1=CC(=C(C=C1)F)C1=CC=NN1)(=O)(=O)F 4-((4-fluoro-3-(1H-pyrazol-5-yl)benzyl)oxy)phenyl sulfurofluoridate